C=C(C)C1=CC=C(S1)S(=O)(=O)N 5-(prop-1-en-2-yl)thiophene-2-sulfonamide